(S)-methylpyrrolidine-2-carboxylate COC(=O)[C@H]1NCCC1